C(C)(=O)C1=CC=C(C2=CC=CC=C12)C(=O)NCC(NCC(F)(F)F)=O 4-Acetyl-N-(2-Oxo-2-[(2,2,2-Trifluoroethyl)Amino]Ethyl)-1-Naphthalenecarboxamide